2-(4-amino-3-(4-amino-3-fluorophenyl)-1H-pyrazolo[3,4-d]pyrimidin-1-yl)ethan-1-ol NC1=C2C(=NC=N1)N(N=C2C2=CC(=C(C=C2)N)F)CCO